5-(8-methoxy-[1,2,4]triazolo[1,5-a]pyridin-6-yl)-6-methyl-1-((1S,4S)-4-(oxetan-3-ylamino)cyclohexyl)-1,3-dihydro-2H-benzo[d]imidazol-2-one COC=1C=2N(C=C(C1)C1=CC3=C(N(C(N3)=O)C3CCC(CC3)NC3COC3)C=C1C)N=CN2